tert-Butyl (S*)-4-((4-(5-(2,4-dioxotetrahydropyrimidin-1(2H)-yl)-3-methyl-1H-pyrrolo[2,3-b]pyridin-1-yl)-3,3-difluoropiperidin-1-yl)methyl)piperidine-1-carboxylate O=C1N(CCC(N1)=O)C=1C=C2C(=NC1)N(C=C2C)[C@@H]2C(CN(CC2)CC2CCN(CC2)C(=O)OC(C)(C)C)(F)F |o1:18|